CC1(C(CC2=CC=CC=C12)NC=1C=CC(=NC1)C(C(F)(F)F)N(C(=O)C1CN(C1)C(=O)OC(C)(C)C)C)C tert-Butyl 3-((1-(5-((1,1-dimethyl-2,3-dihydro-1H-inden-2-yl)amino)pyridin-2-yl)-2,2,2-trifluoroethyl)(methyl)carbamoyl)azetidine-1-carboxylate